CC1(CC(CC(C1)C)C(CN)CN)C 2-(3,3,5-trimethylcyclohexyl)propane-1,3-diamine